C(C)(C)(C)P(C1CCCC1)C(C)(C)C Ditert-butyl-(cyclopentyl)phosphane